CC=1C(=NC=C(C(=O)NC2=CC(=CC=C2)[C@H](C)NC2=CN=C3C(=N2)N(N=C3)C)C1)NC (S)-5-methyl-N-(3-(1-((1-methyl-1H-pyrazolo[3,4-b]pyrazin-6-yl)amino)ethyl)phenyl)-6-(methylamino)nicotinamide